(S)-2-methyl-N-(1-(6-(trifluoromethyl)pyridin-2-yl)ethyl)propane-2-sulfinamide CC(C)(C)[S@](=O)NC(C)C1=NC(=CC=C1)C(F)(F)F